2-(3-{5-[(R)-(4-bromo-phenyl)-(1,3-dimethyl-azetidin-3-yl)-hydroxy-methyl]-pyridin-3-yl}-[1,2,4]Oxadiazol-5-yl)-propan-2-ol BrC1=CC=C(C=C1)[C@@](C=1C=C(C=NC1)C1=NOC(=N1)C(C)(C)O)(O)C1(CN(C1)C)C